3,6-dichloro-N-(2-(methylamino)-5-(trifluoromethyl)pyridin-3-yl)pyridineamide ClC=1C(=NC(=CC1)Cl)C(=O)NC=1C(=NC=C(C1)C(F)(F)F)NC